C(C)O[C@@]12C([C@@H]3CC[C@]2([C@H]([C@H](CC1)C)C3)C)(C)C (1R,3R,6S,7S,8S)-3-ethoxy-2,2,6,8-tetramethyl-tricyclo[5.3.1.03,8]undecane